1-bromo-2-(bromo(4-fluorophenyl)methyl)benzene rac-tert-butyl-({2,5-dioxo-4-[3-(trifluoromethyl)pyridin-2-yl]imidazolidin-4-yl}methyl)carbamate C(C)(C)(C)N(C(O)=O)C[C@@]1(NC(NC1=O)=O)C1=NC=CC=C1C(F)(F)F.BrC1=C(C=CC=C1)C(C1=CC=C(C=C1)F)Br |r|